N1(C=NC=C1)C[C@]1(OC[C@H](O1)COC=1C=C(C=O)C=CC1)C1=C(C=C(C=C1)Cl)Cl 3-(((2S,4R)-2-((1H-imidazol-1-yl)methyl)-2-(2,4-dichlorophenyl)-1,3-dioxolan-4-yl)methoxy)benzaldehyde